O=C1NC(CCC1C1=CC=C(C=C1)N1CC(C1)NC(OCC1CC2(C1)CCC2)=O)=O spiro[3.3]heptan-2-ylmethyl (1-(4-(2,6-dioxopiperidin-3-yl)phenyl)azetidin-3-yl)carbamate